C(C)(=O)OC1C2C3C=CCC3C(C1)C2 tricyclo[5.2.1.0(2,6)]dec-4-en-8-yl acetate